3-cholenoic acid C(CC[C@@H](C)[C@H]1CC[C@H]2[C@@H]3CCC4C=CCC[C@]4(C)[C@H]3CC[C@]12C)(=O)O